N-Benzylsulfonyl-6-piperazine-1-ylpyridazine-3-carboxamide C(C1=CC=CC=C1)S(=O)(=O)NC(=O)C=1N=NC(=CC1)N1CCNCC1